iridium trifluoromethanesulfonate Salt FC(S(=O)(=O)[O-])(F)F.[Ir+3].FC(S(=O)(=O)[O-])(F)F.FC(S(=O)(=O)[O-])(F)F